(S)-N-(1-(6-(2-cyanophenyl)-1-neopentyl-1H-pyrrolo[2,3-b]pyridin-3-yl)-2,2,2-trifluoroethyl)cyclopropanesulfonamide C(#N)C1=C(C=CC=C1)C1=CC=C2C(=N1)N(C=C2[C@@H](C(F)(F)F)NS(=O)(=O)C2CC2)CC(C)(C)C